CC1=NN=C(S1)NC(CSC=1NC(C2=C(N1)N(N=C2)C2=CC=CC=C2)=O)=O N-(5-methyl-1,3,4-thiadiazol-2-yl)-2-((4-oxo-1-phenyl-4,5-dihydro-1H-pyrazolo[3,4-d]pyrimidin-6-yl)thio)acetamid